racemic-2-methylpropanoic acid-(1R,2S,4R)-1,7,7-trimethylbicyclo[2.2.1]hept-2-yl ester C[C@@]12[C@H](C[C@@H](CC1)C2(C)C)OC(C(C)C)=O |r|